C[C@@H]1CNC[C@@H](O1)CCC (2r,s,6s)-2-methyl-6-propylmorpholine